[Os+2].CC1=CC(=NC=C1)C1=NC=CC(=C1)CCCC1OCCO1 2-[3-(4-methyl-2,2'-bipyridine-4'-yl)propyl]-1,3-di-oxolane osmium (II)